CN1CC2(CN(C2)C2=CC(C2=O)=O)C1 4-(6-methyl-2,6-diazaspiro[3.3]hept-2-yl)cyclobut-3-ene-1,2-dione